5-(4-Bromophenyl)-1H-naphtho[1,2-e][1,4]diazepin-2(3H)-one BrC1=CC=C(C=C1)C=1C2=C(NC(CN1)=O)C1=CC=CC=C1C=C2